O1COC2=C1C=CC(=C2)CC(C)N(C)CNC(C)=O N-({[2-(2H-1,3-Benzodioxol-5-yl)-1-methyl-ethyl]-N-methylamino}methyl)acetamide